4-Chloroquinazoline-6-acetate ClC1=NC=NC2=CC=C(C=C12)CC(=O)[O-]